C(C)N(C(CC1=CNC2=CC=CC=C12)=O)CC N,N-diethyl-2-(1H-indol-3-yl)acetamide